6-(5-Methoxy-1-methyl-1H-pyrazol-4-yl)-2,4-dimethylpyridin-3-amine COC1=C(C=NN1C)C1=CC(=C(C(=N1)C)N)C